NC1=NC=NN2C1=C(C(=C2CO)C2=CC=C(C=C2)NC(C(=C)C)=O)C2=CC=C(C=C2)C(=O)N2CCCCC2 N-(4-(4-amino-7-(hydroxymethyl)-5-(4-(piperidine-1-carbonyl)phenyl)pyrrolo[2,1-f][1,2,4]triazin-6-yl)phenyl)methacrylamide